2-[(4-tert-butylphenyl)formamido]-N-(2-{3-[2-oxo-2-(piperazin-1-yl)ethoxy]phenoxy}ethyl)acetamide C(C)(C)(C)C1=CC=C(C=C1)C(=O)NCC(=O)NCCOC1=CC(=CC=C1)OCC(N1CCNCC1)=O